2-(6-chloro-8-(difluoromethoxy)imidazo[1,2-a]pyridin-2-yl)-N-(3-cyclopropyl-1H-pyrazol-5-yl)propanamide ClC=1C=C(C=2N(C1)C=C(N2)C(C(=O)NC2=CC(=NN2)C2CC2)C)OC(F)F